FC(C=1N=C(SC1)C1=CC=2C=NC(=CC2N1)NC(=O)C1CC1)(F)F N-(2-(4-(trifluoromethyl)thiazol-2-yl)-1H-pyrrolo[3,2-c]pyridin-6-yl)cyclopropanecarboxamide